1-(isopropyl-sulfonyl)-2-(5-(p-tolyl)-1H-imidazol-2-yl)piperidine C(C)(C)S(=O)(=O)N1C(CCCC1)C=1NC(=CN1)C1=CC=C(C=C1)C